N-(5-chloropyridin-2-yl)piperidine-2-carboxamide ClC=1C=CC(=NC1)NC(=O)C1NCCCC1